1-hydroxy-3-fluorocyclobutane-1-carboxylic acid OC1(CC(C1)F)C(=O)O